D-3,4,5-trihydroxy-alpha-(hydroxymethyl)phenylacetic acid OC=1C=C(C=C(C1O)O)C(C(=O)O)CO